4-chloro-N-(5-chloro-2-formyl-pyridin-3-yl)-N-methoxymethyl-3-trifluoromethyl-benzenesulfonamide ClC1=C(C=C(C=C1)S(=O)(=O)N(COC)C=1C(=NC=C(C1)Cl)C=O)C(F)(F)F